IC Monoiodomethane